N-(3,3''-Difluoro-2'-hydroxy-[1,1':3',1''-terphenyl]-4-yl)acetamide FC=1C=C(C=CC1NC(C)=O)C1=C(C(=CC=C1)C1=CC(=CC=C1)F)O